FC(C(C(F)(F)F)(O)C1=CC=C(C=C1)NC(=O)[C@H]1N(CC2=CC(=CC=C12)S(=O)(=O)C)C(=O)C1(CC1)OC)(F)F (1S)-N-[4-(1,1,1,3,3,3-Hexafluoro-2-hydroxypropan-2-yl)phenyl]-2-[(1-methoxycyclopropyl)carbonyl]-5-(methylsulfonyl)-2,3-dihydro-1H-isoindol-1-carboxamid